(7S)-3,7-Dimethyl-2-[2-(2-oxo-1,2-dihydropyridin-1-yl)ethyl]-3H,6H,7H,8H,9H-imidazo[4,5-f]chinolin CN1C(=NC2=C3CC[C@@H](NC3=CC=C21)C)CCN2C(C=CC=C2)=O